O=C1N(C(C=C1)=O)CCCCCCC(=O)O 7-(2,5-dioxopyrrol-1-yl)heptanoic acid